4-[4-cyano-2-({[(2'R,4S)-6-(cyclopentylcarbamoyl)-2,3-dihydrospiro[chromen-4,1'-cyclopropane]-2'-yl]carbonyl}amino)phenyl]butanoic acid C(#N)C1=CC(=C(C=C1)CCCC(=O)O)NC(=O)[C@H]1[C@]2(C1)CCOC1=CC=C(C=C12)C(NC1CCCC1)=O